tert-butyl 3-(5-bromo-2-cyano-3-fluorophenyl)-3,8-diazabicyclo[3.2.1]octane-8-carboxylate BrC=1C=C(C(=C(C1)N1CC2CCC(C1)N2C(=O)OC(C)(C)C)C#N)F